1-(cyanomethyl)-3-methylimidazole Chloride [Cl-].C(#N)CN1CN(C=C1)C